N-(((1r,4r)-4-aminocyclohexyl)methyl)-4-isopropyl-5-(8-methyl-[1,2,4]triazolo[1,5-a]pyridin-6-yl)-1H-pyrazole-3-carboxamide NC1CCC(CC1)CNC(=O)C1=NNC(=C1C(C)C)C=1C=C(C=2N(C1)N=CN2)C